C1(CCCC1)N1C(=CC2=C1N=C(N=C2)NC2=NC=C(C=C2)N2CCN(CC2)C)C(=O)NC2=C(C=CC=C2)Cl 7-cyclopentyl-N-(2-chlorophenyl)-2-((5-(4-methylpiperazin-1-yl)pyridin-2-yl)amino)-7H-pyrrolo[2,3-d]pyrimidine-6-carboxamide